1,3,2-Benzodiazaborolidone N=1B=NC=2C1C=CC([C-]2)=O